3,5-di(3-pyridylphenyl)-2-methylpyrimidine N1=CC(=CC=C1)C1=C(C=CC=C1)N1C(N=CC(=C1)C1=C(C=CC=C1)C=1C=NC=CC1)C